(S)-N'-hydroxy-4-((1-(1-methyl-1H-indazole-3-carbonyl)pyrrolidin-3-yl)oxy)benzimidamide ON=C(C1=CC=C(C=C1)O[C@@H]1CN(CC1)C(=O)C1=NN(C2=CC=CC=C12)C)N